FC(C1=CC=CC(=N1)C=O)(F)F 6-(trifluoromethyl)pyridine-2-carbaldehyde